C(C#C)N1CCN(CC1)C1=CC=C(C=C1)N(C(C)=O)C1CCC(CC1)NC1=NC2=CC=CC=C2C=N1 N-(4-(4-(prop-2-yn-1-yl)piperazin-1-yl)phenyl)-N-((1r,4r)-4-(quinazolin-2-ylamino)cyclohexyl)acetamide